FC1=C(C(=O)O)C=C(C=C1)O fluoro-5-hydroxybenzoic acid